Cl.COC(C[C@@H]1CNCC1)=O.ClC1=CC(=C(C=C1)C1=C(N(N=N1)C)CN1N=CC(=CC1=O)C=1C=NC(=C(C1)C)OC)F 2-[[5-(4-chloro-2-fluoro-phenyl)-3-methyl-triazol-4-yl]methyl]-5-(6-methoxy-5-methyl-3-pyridinyl)pyridazin-3-one methyl-(3R)-3-pyrrolidinylacetate hydrochloride